C(#N)C1=CC(=C(C=C1)C(C)OC1=C(C=CC=C1)C1CCNCC1)F 4-(2-(1-(4-Cyano-2-fluorophenyl)ethoxy)phenyl)piperidin